4-(benzyloxy)-1-[11-chloro-3-(propan-2-yl)-1H,2H,3H,4H,5H-[1,4]diazepino[1,7-a]indol-9-yl]-1,2-dihydropyridin-2-one C(C1=CC=CC=C1)OC1=CC(N(C=C1)C1=CC=2C(=C3N(C2C=C1)CCN(CC3)C(C)C)Cl)=O